caproyl-choline C(CCCCC)(=O)OCC[N+](C)(C)C